ClC1=CC=C2CCN(C(C2=C1)C1=C(SC(=C1)C(O)C=1C(=NC=NC1)Cl)C)C(=O)OC(C)(C)C tert-Butyl 7-chloro-1-{5-[(4-chloropyrimidin-5-yl)(hydroxy)methyl]-2-methyl-3-thienyl}3,4-dihydroisoquinoline-2(1H)-carboxylate